ClC=1C=C(C=CC1F)NC1=C(N=C2N1C=C(N=C2)N2CCN(CC2)C)C=2C=CC=1N(C2)C(=NN1)C N-(3-chloro-4-fluorophenyl)-2-(3-methyl-[1,2,4]triazolo[4,3-a]pyridin-6-yl)-6-(4-methylpiperazin-1-yl)imidazo[1,2-a]pyrazin-3-amine